FC1(CC1)C=1C=C2C3(CN(CC2=CC1)CC1=CC=C(C=C1)OC)CC3 6'-(1-fluorocyclopropyl)-2'-(4-methoxybenzyl)-2',3'-dihydro-1'H-spiro[cyclopropane-1,4'-isoquinoline]